gamma-butanone CCC(C)=O